2-mesityl-5a,10b-dihydro-4H,6H-indeno[2,1-b][1,2,4]triazolo[4,3-d][1,4]oxazine C1(=C(C(=CC(=C1)C)C)N1N=C2N(C3C(OC2)CC2=CC=CC=C23)C1)C